1-((4-(difluoromethoxy)phenyl)sulfonyl)-4-(4-methylcyclohexyl)piperazine hydrochloride salt Cl.FC(OC1=CC=C(C=C1)S(=O)(=O)N1CCN(CC1)C1CCC(CC1)C)F